1-((2R,4R)-4-Hydroxypyrrolyl-7H-pyrrolo[2,3-d]pyrimidin-4-yl)-3,4-dihydro-2H-1,4-thiazine-6-carboxamide hydrochloride Cl.OC=1C=C(NC1)C=1N=C(C2=C(N1)NC=C2)S2CCNC=C2C(=O)N